O=[N+]([O-])C1C=CC(Cl)=C([N+](=O)[O-])C=1 Dinitrochlorobenzene